C1(CCCCC1)C[C@@H](C(N[C@H](C=O)C[C@H]1C(NCC1)=O)=O)NC(OC(C1(CC1)C1=CC(=CC=C1)Cl)C1=CC(=CC=C1)Cl)=O (3-Chlorophenyl)(1-(3-chlorophenyl)cyclopropyl)methyl ((S)-3-cyclohexyl-1-oxo-1-(((S)-1-oxo-3-((S)-2-oxopyrrolidin-3-yl)propan-2-yl)amino)propan-2-yl)carbamate